N-((3-Cyano-4-ethoxyphenyl)(morpholino)((2,4,4-trimethylpentan-2-yl)imino)-λ6-sulfaneylidene)-4-nitrobenzenesulfonamide C(#N)C=1C=C(C=CC1OCC)S(=NS(=O)(=O)C1=CC=C(C=C1)[N+](=O)[O-])(=NC(C)(CC(C)(C)C)C)N1CCOCC1